(E)-3-((4-fluoro-3-iodo-1-(tetrahydro-2H-pyran-2-yl)-1H-indazol-6-yl)methylene)-4-phenylpyrrolidone FC1=C2C(=NN(C2=CC(=C1)\C=C/1\C(NCC1C1=CC=CC=C1)=O)C1OCCCC1)I